β-(acryloyloxy)propionic acid C(C=C)(=O)OCCC(=O)O